2-amino-3-methyl-N-(1H-pyrrolo[2,3-b]pyridin-5-ylmethyl)-N-((5-(trifluoromethyl)-2-pyridinyl)methyl)-6-quinolinecarboxamide NC1=NC2=CC=C(C=C2C=C1C)C(=O)N(CC1=NC=C(C=C1)C(F)(F)F)CC=1C=C2C(=NC1)NC=C2